Z-Butyl N-[3,4-dichloro-1-(cyanomethoxy)-10-iodo-6,7,8,9-tetrahydropyrido[1,2-a]indol-7-yl]carbamate ClC1=CC(=C2C(=C3N(C2=C1Cl)CC(CC3)NC(OCCCC)=O)I)OCC#N